BrC=1C=CC2=C(C(=CO2)COC2=C(C=CC(=C2)C(N)=O)CC(=O)OCC)C1 ethyl 2-(2-((5-bromobenzofuran-3-yl)methoxy)-4-carbamoylphenyl)acetate